4-(2-((Tert-Butyldimethylsilyl)Oxy)Ethoxy)-2-Chloro-3-Nitropyridine [Si](C)(C)(C(C)(C)C)OCCOC1=C(C(=NC=C1)Cl)[N+](=O)[O-]